N-(tetrahydro-2H-pyran-4-yl)-4-(4-(2-(4-(Trifluoromethyl)phenyl)acetamido)phenoxy)-7H-pyrrolo[2,3-D]pyrimidine-7-carboxamide O1CCC(CC1)NC(=O)N1C=CC2=C1N=CN=C2OC2=CC=C(C=C2)NC(CC2=CC=C(C=C2)C(F)(F)F)=O